COC(C1=C(C(=CC(=C1)/C(=C(/C(=O)N(CC)CC)\C#N)/O)OC)O)=O (Z)-5-(2-cyano-3-(diethylamino)-1-hydroxy-3-oxoprop-1-en-1-yl)-2-hydroxy-3-methoxybenzoic acid methyl ester